CC(=O)C1=C(C=C(C=C1)C(F)(F)F)C(F)(F)F 2,4-bis(trifluoromethyl)acetophenone